2-[4-(3-Pyrrolidin-1-ylbenzoyl)piperazin-1-yl]-3H-quinazolin-4-one N1(CCCC1)C=1C=C(C(=O)N2CCN(CC2)C2=NC3=CC=CC=C3C(N2)=O)C=CC1